2-chloro-4-fluoro-5-(3,6-dihydro-3-methyl-2,6-dioxo-4-trifluoromethyl-1(2H)-pyrimidinyl)benzenesulfonyl chloride ClC1=C(C=C(C(=C1)F)N1C(N(C(=CC1=O)C(F)(F)F)C)=O)S(=O)(=O)Cl